ClC=CCl 1,2-dichloroethanen